tert-butyl N-{2-[6-(2-{[(tert-butoxy)carbonyl](methyl)amino}acetyl)-1,3,5,7-tetraoxo-1,2,3,5,6,7-hexahydro-s-indacen-2-yl]-2-oxoethyl}-N-methylcarbamate C(C)(C)(C)OC(=O)N(CC(=O)C1C(C=2C=C3C(C(C(C3=CC2C1=O)=O)C(CN(C(OC(C)(C)C)=O)C)=O)=O)=O)C